(1S,3S)-3-(tosyloxy)cyclohexane-1-carboxylic acid methyl ester COC(=O)[C@@H]1C[C@H](CCC1)OS(=O)(=O)C1=CC=C(C)C=C1